COCCCN1C(N(C2=C1C=CC=C2)CCCC)C=2C=CC=C(C2C(=O)O)O 1-(3-methoxypropyl)-3-butylbenzimidazolesalicylic acid